(4-sulfo)phenylporphyrin S(=O)(=O)(O)C1=CC=C(C=C1)C1=C2NC(=C1)C=C1C=CC(=N1)C=C1C=CC(N1)=CC=1C=CC(N1)=C2